N1=C(C=CC=C1)C=1C=CC=C(C1)C1=CC=CC=C1 3-(2-pyridinyl)-5,6-biphenyl